C(#N)C(C(=O)NC=1N=C2N(N=C(C=C2)B(O)O)C1)(C)C (2-(2-cyano-2-methylpropanamido)imidazo[1,2-b]Pyridazin-6-yl)boronic acid